tert-butyl 2-(4-cyano-3-fluoro-5-methoxy benzyl)-2,6-dihydropyrrolo[3,4-c]pyrazole-5(4H)-carboxylate C(#N)C1=C(C=C(CN2N=C3C(=C2)CN(C3)C(=O)OC(C)(C)C)C=C1OC)F